(+/-)-4-[2-(4-methoxyphenyl)azepan-1-yl]-6-methyl-pyrimidin-2-amine COC1=CC=C(C=C1)[C@@H]1N(CCCCC1)C1=NC(=NC(=C1)C)N |r|